2-(5-(3,5-dichloro-4-fluorophenyl)-5-(trifluoromethyl)-4,5-dihydroisoxazol-3-yl)-N-(2-methylallyl)-2,3-dihydro-1H-pyrrolo[3,4-c]pyridine-6-carboxamide ClC=1C=C(C=C(C1F)Cl)C1(CC(=NO1)N1CC=2C=NC(=CC2C1)C(=O)NCC(=C)C)C(F)(F)F